3-(4-(4-(1-(pent-3-yl)-1H-pyrazol-4-yl)pyrazolo[1,5-a]pyrazin-6-yl)-1H-pyrazol-1-yl)cyclobutanol CCC(CC)N1N=CC(=C1)C=1C=2N(C=C(N1)C=1C=NN(C1)C1CC(C1)O)N=CC2